C(C=C)(=O)OCCOCC(CCCCCCCC)CCCCCC 2-((2-hexyldecyl)oxy)ethyl acrylate